FC1=C(C(=CC=C1)C(F)(F)F)S(=O)(=O)Cl 2-fluoro-6-(trifluoromethyl)benzene-1-sulfonyl chloride